isopentyl-4-methoxycinnamic acid C(CC(C)C)C(C(=O)O)=CC1=CC=C(C=C1)OC